NC=1SC2=C(N1)C(=CC=C2F)C2=C(C=C1C(=NC(=NC1=C2F)OC[C@]21CCCN1C[C@@H](C2)F)N[C@H]2C[C@H](C2)O)C(F)(F)F cis-3-((7-(2-amino-7-fluorobenzo[d]thiazol-4-yl)-8-fluoro-2-(((2R,7aS)-2-fluorotetrahydro-1H-pyrrolizin-7a(5H)-yl)methoxy)-6-(trifluoromethyl)quinazolin-4-yl)amino)cyclobutan-1-ol